tert-Butyl (3R)-3-[[3-acetyl-5-(5-fluoro-3-pyridyl)pyrazolo[1,5-a]pyrimidin-7-yl]-tert-butoxycarbonyl-amino]-1,2,3,4-tetrahydrocarbazole-9-carboxylate C(C)(=O)C=1C=NN2C1N=C(C=C2N([C@@H]2CCC=1N(C3=CC=CC=C3C1C2)C(=O)OC(C)(C)C)C(=O)OC(C)(C)C)C=2C=NC=C(C2)F